7-bromothieno[3,2-c]pyridazin-4-ol BrC1=CSC2=C1N=NC=C2O